4-amino-5-[2-(2,6-difluorophenyl)ethynyl]-7-[(2R,3R,4S,5R)-3,4-dihydroxy-5-[(sulfamoylamino)methyl]tetrahydrofuran-2-yl]pyrrolo[2,3-d]pyrimidine NC=1C2=C(N=CN1)N(C=C2C#CC2=C(C=CC=C2F)F)[C@@H]2O[C@@H]([C@H]([C@H]2O)O)CNS(N)(=O)=O